BrC1=CC=C2CN(C(C2=C1)=O)C(C(=O)OCC)C1=C(C=CC(=C1)F)OCOC Ethyl 2-(6-bromo-1-oxo-isoindolin-2-yl)-2-[5-fluoro-2-(methoxymethoxy)phenyl]acetate